ethyl (1S,3S,4S)-4-amino-3-methylcyclohexane-1-carboxylate N[C@@H]1[C@H](C[C@H](CC1)C(=O)OCC)C